2-amino-5-(4-(2-hydroxy-2-(1-methyl-1H-indazol-7-yl)acetamido)-2-methylphenyl)-N-isopropylnicotinamide NC1=C(C(=O)NC(C)C)C=C(C=N1)C1=C(C=C(C=C1)NC(C(C=1C=CC=C2C=NN(C12)C)O)=O)C